N-(2-cyclopropyl-5-(5-oxo-6-azaspiro[3.4]octan-6-yl)pyridin-3-yl)-6-(1-(2,2,2-trifluoroethyl)-1H-pyrazol-4-yl)picolinamide C1(CC1)C1=NC=C(C=C1NC(C1=NC(=CC=C1)C=1C=NN(C1)CC(F)(F)F)=O)N1C(C2(CCC2)CC1)=O